pinanyl-pyrimidamine C12(C(CCC(C1(C)C)C2)C)C2=NC(=NC=C2)N